C[C@H]1NCCN(CC1)CC1=CC=CC=C1 (5R)-hexahydro-5-methyl-1-benzyl-1H-1,4-diazepine